1,7-di([1,1'-biphenyl]-2-yl)-4,10-dibromoperylene C1(=C(C=CC=C1)C1=CC=C2C(=CC=C3C4=C(C=CC5=C(C=CC(C1=C23)=C45)Br)C4=C(C=CC=C4)C4=CC=CC=C4)Br)C4=CC=CC=C4